(S)-2-(6,7-dimethoxy-3-oxo-1,3-dihydro-2H-benzo[4,5]thieno[2,3-c]pyrrol-2-yl)-3-hydroxypropanoic acid COC1=CC2=C(C3=C(C(N(C3)[C@H](C(=O)O)CO)=O)S2)C=C1OC